3-[(4,4-difluorocyclohexyl)methyl]-4-[(1,3-dimethyl-1H-pyrazol-5-yl)methyl]-1,2,4-oxadiazol-5(4H)-one FC1(CCC(CC1)CC1=NOC(N1CC1=CC(=NN1C)C)=O)F